TETRAHYDROFURANDIAMINE O1C(C(CC1)N)N